(6S,13S)-11-amino-15-(2,6-difluorophenyl)-6,13-dimethyl-4,7-dioxa-9-thia-11,14-diazatricyclo[8.5.0.02,8]pentadecan-1(10),2(8),14-trien-12-one NN1C=2SC=3O[C@H](COCC3C2C(=N[C@H](C1=O)C)C1=C(C=CC=C1F)F)C